C1(CCCCC1)=NCCC[Si](OC)(OC)OC N-(cyclohexylidene)-3-(trimethoxysilyl)-1-propylamine